tert-butyl N-[(1R)-1-(4-bromophenyl)ethyl]-N-methylcarbamate BrC1=CC=C(C=C1)[C@@H](C)N(C(OC(C)(C)C)=O)C